C(C)(=O)OC1CCN(CC1)C1=NC=C(C=C1NC(=O)C1=NC(=CC=C1)Cl)C(F)(F)F [1-[3-[(6-chloropyridine-2-carbonyl)amino]-5-(trifluoromethyl)-2-pyridyl]-4-piperidyl] acetate